5-chloro-N-{3-[2-(4-chloro-3-fluorophenoxy)acetamido]bicyclo[1.1.1]pent-1-yl}-2,3-dihydro-1H-indole-2-carboxamide ClC=1C=C2CC(NC2=CC1)C(=O)NC12CC(C1)(C2)NC(COC2=CC(=C(C=C2)Cl)F)=O